tert-butyl 3-((2-methoxy-ethyl)carbamoyl)pyrrolidine-1-carboxylate COCCNC(=O)C1CN(CC1)C(=O)OC(C)(C)C